6-bromo-8-fluoro-2-methyl-3-(prop-1-en-2-yl)imidazo[1,2-a]pyridine BrC=1C=C(C=2N(C1)C(=C(N2)C)C(=C)C)F